N-(1-methylcyclopropyl)-2-(3-pyridyl)-2H-benzopyrazole-4-carboxamide CC1(CC1)NC(=O)C1=CC=CC=2C1=CN(N2)C=2C=NC=CC2